N-(1H-indazol-5-yl)-2-(6-methylpyridin-2-yl)quinazolin-4-amine N1N=CC2=CC(=CC=C12)NC1=NC(=NC2=CC=CC=C12)C1=NC(=CC=C1)C